C12CCC(CC1)N2C=2C(=NC1=CC(=CC(=C1N2)[C@@H](C)NC=2C(=NC(=CC2)Cl)C(=O)O)C)C#N (R)-3-((1-(3-(7-azabicyclo[2.2.1]heptan-7-yl)-2-cyano-7-methylquinoxalin-5-yl)ethyl)amino)-6-chloropicolinic acid